4'-methyl-5'-oxo-2'-((6-(picolinamido)pyrimidin-4-yl)amino)-5',6'-dihydrospiro[cyclohexane-1,7'-pyrrolo[3,4-b]pyridine] 1'-oxide CC1=C2C(=[N+](C(=C1)NC1=NC=NC(=C1)NC(C1=NC=CC=C1)=O)[O-])C1(NC2=O)CCCCC1